NC1CCC=2C(=CC(=CC12)Cl)S(=O)(=O)NC1=C(C(=C(C=C1)F)C=1C=C2C=NC(=NC2=CC1)N)F 1-amino-N-(3-(2-aminoquinazolin-6-yl)-2,4-difluorophenyl)-6-chloro-2,3-dihydro-1H-indene-4-sulfonamide